(1-(tetrahydro-2H-pyran-2-yl)-1H-pyrazol-4-yl)boronic acid pinacol ester O1C(CCCC1)N1N=CC(=C1)B1OC(C)(C)C(C)(C)O1